ClC=1C=C2C=C(NC2=CC1C=1C=NC(=CC1)OCC)CNC(C)=O N-{[5-chloro-6-(6-ethoxy-3-pyridyl)-2-indolyl]methyl}acetamide